O=P1(OC2=C(C3=C1C=CC=C3)C=CC=C2)CC(C(=O)O)CC(=O)O 2-[(6-oxo-6H-dibenzo[c,e][1,2]oxaphosphorin-6-yl)methyl]succinic acid